ClC1=CC(=C(C=C1)N1CCC2(CC1)C=1C=CC(=NC1CN(C2)C[C@H]2NCCC2)C=2C(=NC=CC2)OCC)C(F)(F)F 1'-[4-chloro-2-(trifluoromethyl)phenyl]-2-(2-ethoxypyridin-3-yl)-7-[[(2S)-pyrrolidin-2-yl]methyl]spiro[6,8-dihydro-1,7-naphthyridine-5,4'-piperidine]